N1C(=CC=2C=NC=CC21)CNC(CN2C(=NC=C(C2=O)NCCCC2=CC=C(C=C2)S(=O)(=O)C)C2=CC=CC=C2)=O N-((1H-pyrrolo[3,2-c]pyridin-2-yl)methyl)-2-(5-((3-(4-(methylsulfonyl)phenyl)propyl)amino)-6-oxo-2-phenylpyrimidin-1(6H)-yl)acetamide